BrC=1C=C(C(N(C1)C)=O)NC=1N=CC(=NC1)N1CCN(CC1)C(=O)OC(C)(C)C tert-Butyl 4-(5-(5-Bromo-1-methyl-2-oxo-1,2-dihydropyridin-3-ylamino)pyrazin-2-yl)piperazine-1-carboxylate